BrC=1C=C(C(=NC1)C=O)F 5-Bromo-3-fluoropyridine-2-carbaldehyde